4-(5-chloroquinoxalin-2-yl)-3-cyclopropyl-1H-pyrazole-1-carboxylic acid tert-butyl ester C(C)(C)(C)OC(=O)N1N=C(C(=C1)C1=NC2=CC=CC(=C2N=C1)Cl)C1CC1